(3-(3-(2,6-dioxopiperidin-3-yl)phenyl)propyl)picolinamide O=C1NC(CCC1C=1C=C(C=CC1)CCCC=1C(=NC=CC1)C(=O)N)=O